FC=1C=CC2=C(CCO2)C1CNC1=NC=C(C=2N1C=NN2)C=2C=NC=1N(C2)N=CC1 N-((5-fluoro-2,3-dihydrobenzofuran-4-yl)methyl)-8-(pyrazolo[1,5-a]pyrimidin-6-yl)-[1,2,4]triazolo[4,3-c]pyrimidin-5-amine